methyl 5-(4-(6-(benzyloxy)pyridin-2-yl)piperidin-1-yl)-1,2,4,5-tetrahydrobenzo[4,5]imidazo[1,2-d][1,4]oxazepine-9-carboxylate C(C1=CC=CC=C1)OC1=CC=CC(=N1)C1CCN(CC1)C1C=2N(CCOC1)C1=C(N2)C=CC(=C1)C(=O)OC